trans-1,2-Diazidocyclooctane N(=[N+]=[N-])[C@H]1[C@@H](CCCCCC1)N=[N+]=[N-]